O1C(=CC=C1)C1=NN2C(=NC=3C=CC=CC3C2=N1)N[C@H]1C(NCCCC1)=O (3R)-3-{[2-(furan-2-yl)[1,2,4]triazolo[1,5-c]quinazolin-5-yl]amino}azepan-2-one